C1(CCC1)NC1=NC(=CC(=C1)C(=O)NC[C@H]([C@H]1NCC2=CC(=CC=C2C1)O)O)N1CCN(CC1)CC 2-(Cyclobutylamino)-6-(4-ethylpiperazin-1-yl)-N-[(2R)-2-hydroxy-2-[(3S)-7-hydroxy-1,2,3,4-tetrahydroisoquinolin-3-yl]ethyl]pyridine-4-carboxamide